OCC1=CC(=C(C=C1)OC(CNC(=O)[C@]1([C@@H](CC[C@H](C1)C)C(C)C)O)=O)OC ((1S,2S,5R)-1-hydroxy-2-isopropyl-5-methylcyclohexane-1-carbonyl)glycine 4-(hydroxymethyl)-2-methoxyphenyl ester